FC1=C(COC2=CC=CC(=N2)C=2CCN(CC2)CC2=NC3=C(N2C[C@H]2OCC2)C=C(C=C3)C(=O)O)C=CC=C1 (S)-2-((6-((2-fluorobenzyl)oxy)-3',6'-dihydro-[2,4'-bipyridine]-1'(2'H)-yl)methyl)-1-(oxetan-2-ylmethyl)-1H-benzo[d]imidazole-6-carboxylic acid